NC=1C2=C(N=CN1)C(=NC(=C2)C2=C(C=C(C=C2)F)F)C=2C(=C(C=CC2C)O)C (S)-3-(4-amino-6-(2,4-difluorophenyl)pyrido[3,4-d]pyrimidin-8-yl)-2,4-dimethylphenol